C1(CC1)C1=C(C=NC2=CC=C(N=C12)C(F)(F)F)C(=O)O 4-cyclopropyl-6-(trifluoromethyl)-1,5-naphthyridine-3-carboxylic acid